tert-butyl (S)-3-(methyl(8-(trifluoromethoxy)quinolin-5-yl)amino)pyrrolidine-1-carboxylate CN([C@@H]1CN(CC1)C(=O)OC(C)(C)C)C1=C2C=CC=NC2=C(C=C1)OC(F)(F)F